{1-[4-(4-Cyclobutoxy-5-fluoro-pyrimidin-2-yl)-2,6-difluoro-phenyl]-pyrrolidin-3-yl}-acetic acid C1(CCC1)OC1=NC(=NC=C1F)C1=CC(=C(C(=C1)F)N1CC(CC1)CC(=O)O)F